OC[C@H]1C[C@H](S(CC1)(=O)=O)C |r| (2RS,4RS)-4-(hydroxymethyl)-2-methyltetrahydro-2H-thiopyran 1,1-dioxide